[Si](C)(C)(C(C)(C)C)NS(=O)(=O)C1=CC=C(C=C1)CC N-(tert-butyldimethylsilyl)-4-ethylbenzenesulfonamide